2-[4-(2-Piperidin-1-yl-1,3-benzoxazole-6-carbonyl)piperazin-1-yl]-3H-quinazolin-4-one N1(CCCCC1)C=1OC2=C(N1)C=CC(=C2)C(=O)N2CCN(CC2)C2=NC1=CC=CC=C1C(N2)=O